C(C)OC1=CC=CC(=N1)C(S(=O)(=O)N)(C1(CC1)O)C=1N=C2C(=NC1)NC=N2 6-ethoxypyridin-2-yl-1H-imidazo[4,5-b]pyrazin-5-yl-1-(1-hydroxycyclopropyl)methanesulfonamide